3-(1-(tert-Butyl)-1H-pyrazol-4-yl)aniline C(C)(C)(C)N1N=CC(=C1)C=1C=C(N)C=CC1